COC1=C(C=CC2=CC=C(C=C12)O)O methoxy-2,7-dihydroxynaphthalene